N-(3-(Benzylcarbamoyl)-4,5,6,7-tetrahydrobenzo[b]thiophen-2-yl)-5-chloro-2-(methylthio)pyrimidin-4-carboxamid C(C1=CC=CC=C1)NC(=O)C=1C2=C(SC1NC(=O)C1=NC(=NC=C1Cl)SC)CCCC2